COC1=C(C=CC(=C1)P1(CCN(CC1)C1COC1)=O)NC=1N=C(C2=C(N1)NC=C2C#N)NCCC 2-((2-methoxy-4-(1-(oxetan-3-yl)-4-oxido-1,4-azaphosphinan-4-yl)phenyl)amino)-4-(propylamino)-7H-pyrrolo[2,3-d]pyrimidine-5-carbonitrile